O1CC(CC1)NC[C@@H]1CC[C@H](CO1)NC=1C2=C(N=CN1)NC=C2C=O (4-{[(3R,6S)-6-[(tetrahydrofuran-3-ylamino)methyl]-3,4,5,6-tetrahydro-2H-pyran-3-yl]amino}-7H-pyrrolo[2,3-d]pyrimidin-5-yl)methanone